methyl 7-bromo-1-(3-((2R,3S)-3-hydroxypiperidin-2-yl) propyl)-1H-indole-3-carboxylate dihydrochloride Cl.Cl.BrC=1C=CC=C2C(=CN(C12)CCC[C@H]1NCCC[C@@H]1O)C(=O)OC